[(1S)-1-[1-(1-naphthyl)cyclopropyl] ethyl] (2S)-2-[(3-acetoxy-4-methoxy-pyridine-2-carbonyl)amino]propanoate C(C)(=O)OC=1C(=NC=CC1OC)C(=O)N[C@H](C(=O)O[C@@H](C)C1(CC1)C1=CC=CC2=CC=CC=C12)C